methyl (R)-3-cyclohexyl-3-((4-(trifluoromethoxy)phenyl)sulfonamido)propanoate C1(CCCCC1)[C@@H](CC(=O)OC)NS(=O)(=O)C1=CC=C(C=C1)OC(F)(F)F